tert-butyl 3-(2-(methylthio)-8-oxo-7,8-dihydropyrimido[4,5-d]pyridazin-4-yl)-3,8-diazabicyclo[3.2.1]octane-8-carboxylate CSC=1N=C(C2=C(C(NN=C2)=O)N1)N1CC2CCC(C1)N2C(=O)OC(C)(C)C